3-(3-Chloro-4-fluorophenyl)-1-((5-(difluoromethyl)-1H-pyrazol-3-yl)methyl)-1-(6-methoxypyridazin-4-yl)urea ClC=1C=C(C=CC1F)NC(N(C1=CN=NC(=C1)OC)CC1=NNC(=C1)C(F)F)=O